5-[4-amino-5-(trifluoromethyl)pyrrolo[2,1-f][1,2,4]triazin-7-yl]-N-[(3R,4S)-4-fluoro-1-[4,4,4-trifluoro-3-(trifluoromethyl)butanoyl]pyrrolidin-3-yl]-2,6-dimethylpyridine-3-carboxamide NC1=NC=NN2C1=C(C=C2C=2C=C(C(=NC2C)C)C(=O)N[C@@H]2CN(C[C@@H]2F)C(CC(C(F)(F)F)C(F)(F)F)=O)C(F)(F)F